1-(2-Chlorophenyl)-7-cyclopropyl-4-(pyrimidin-5-ylamino)quinazolin-2(1H)-one ClC1=C(C=CC=C1)N1C(N=C(C2=CC=C(C=C12)C1CC1)NC=1C=NC=NC1)=O